2-(2-(pyrrolidin-1-yl)-5-((2,2,2-trifluoroethoxy) sulfonyl)phenyl)-1H-indole-1-carboxylate N1(CCCC1)C1=C(C=C(C=C1)S(=O)(=O)OCC(F)(F)F)C=1N(C2=CC=CC=C2C1)C(=O)[O-]